C(C(C)C)[Si](C1=CC=2NC3=CC(=CC=C3C2C=C1)[Si](CC(C)C)(CC(C)C)CC(C)C)(CC(C)C)CC(C)C 2,7-bis(triisobutylsilyl)-9H-carbazole